NC([C@H](C[C@H]1C(NCC1)=O)NC(=O)C1N(CC2=CC=CC=C12)C(=O)C=1NC2=CC=CC(=C2C1)OC)=O N-((S)-1-amino-1-oxo-3-((S)-2-oxopyrrolidin-3-yl)propan-2-yl)-2-(4-methoxy-1H-indole-2-carbonyl)isoindoline-1-carboxamide